[Cr+3].C(CCCCCCCCCCC)(=O)O.C(CCCCCCCCCCC)(=O)O.C(CCCCCCCCCCC)(=O)O Tris(dodecanoic acid) chromium (III)